2-methyl-6-(4-{[(3R)-1-methylpiperidin-3-yl]amino}pyrido[3,4-d]pyridazin-1-yl)phenol CC1=C(C(=CC=C1)C1=C2C(=C(N=N1)N[C@H]1CN(CCC1)C)C=NC=C2)O